2-(2-naphthamido)pent-4-ynoate C1=C(C=CC2=CC=CC=C12)C(=O)NC(C(=O)[O-])CC#C